F[C@@H]1C[C@H](N(C1)C(=O)C1C(C1)C1=CC=C(C=C1)OC)C(=O)N[C@H](C1=CC=C(C=C1)C(C)C)C1=CC=CC=C1 (2S,4R)-4-fluoro-1-[2-(4-methoxyphenyl)cyclopropane-carbonyl]-N-[(S)-phenyl[4-(propan-2-yl)phenyl]methyl]pyrrolidine-2-carboxamide